N-[3-cyclopropyl-5-[(2-fluoro-2-methyl-propyl)sulfamoyl]-8,9-dihydro-7H-cyclopenta[H]Isoquinolin-9-yl]Carbamic acid tert-butyl ester C(C)(C)(C)OC(NC1CCC2=CC(=C3C=C(N=CC3=C21)C2CC2)S(NCC(C)(C)F)(=O)=O)=O